CN(CCCC1=CC(=C(OCCCC2=C(N=CS2)C(=O)[O-])C=C1)F)C 5-(3-[4-[3-(dimethylamino)propyl]-2-fluorophenoxy]propyl)-1,3-thiazole-4-carboxylate